(R,S)-3-(5-(benzyloxy)pentyl)-6,8-dimethoxyisochroman C(C1=CC=CC=C1)OCCCCC[C@H]1OCC2=C(C=C(C=C2C1)OC)OC